ClC=1C=C(C=CC1C(=O)N1CCN(CC1)C(=O)C1CCNCC1)NC(=O)C=1N(C(=CN1)C1=CC(=C(C=C1)OC(F)F)F)C N-[3-chloro-4-[4-(piperidine-4-carbonyl)piperazine-1-carbonyl]phenyl]-5-[4-(difluoromethoxy)-3-fluoro-phenyl]-1-methyl-imidazole-2-carboxamide